O(C1C(=CC2CCC1C2)Cl)C2C(=CC1CCC2C1)Cl 4,4'-oxobis(3-chlorobicyclo[3.2.1]oct-2-ene)